CN(C(C)=O)C1=CC(=CC=C1)NC1=NC=NC(=C1)NC=1SC2=C(N1)C1(NC2=O)CCCCC1 N-methyl-N-(3-((6-((6'-oxo-5',6'-dihydrospiro[cyclohexane-1,4'-pyrrolo[3,4-d]thiazol]-2'-yl)amino)pyrimidin-4-yl)amino)phenyl)acetamide